ISOPROPYLBICYCLO[2.2.1]HEPT-5-ENE C(C)(C)C12CCC(C=C1)C2